2-((2-bromo-4-nitrobenzyl)amino)ethan-1-ol BrC1=C(CNCCO)C=CC(=C1)[N+](=O)[O-]